7'-bromo-8'-methoxy-4'H-spiro[cyclopropane-1,5'-naphtho[2,1-d]isoxazol]-3'-Amine BrC=1C=C2C3(CC=4C(=NOC4C2=CC1OC)N)CC3